tert-butyl (2R)-2-(hydroxymethyl)piperazine-1-carboxylate OC[C@@H]1N(CCNC1)C(=O)OC(C)(C)C